(5RS)-5-{[(3S,4S)-3,4-Difluoropyrrolidin-1-yl]carbonyl}-2-(4-methylbenzyl)-5,6,7,8-tetrahydro[1,2,4]triazolo[4,3-a]pyridin-3(2H)-one F[C@H]1CN(C[C@@H]1F)C(=O)[C@H]1CCCC=2N1C(N(N2)CC2=CC=C(C=C2)C)=O |&1:9|